ClC1=CC=C(C=C1)CN1C([C@H](CS(C2=C1C=C(C(=C2)F)C=2OC(=NN2)C2(CC2)CO)(=O)=O)NC(OC(C)(C)C)=O)=O tert-butyl N-[(3R)-5-[(4-chlorophenyl)methyl]-8-fluoro-7-[5-[1-(hydroxymethyl)cyclopropyl]-1,3,4-oxadiazol-2-yl]-1,1,4-trioxo-2,3-dihydro-1λ6,5-benzothiazepin-3-yl]carbamate